S1C2=C(C=C1C(C(C#N)C(O)CC1=CC(=CC=C1)C)=O)C=CC=C2 3-(benzo[b]thiophen-2-yl)-2-((3-methylbenzyl)(hydroxy)methyl)-3-oxopropanenitrile